C(C)(C)OC(=O)C=1C(=C(N2C=C(C=C2C1)C1=NN(C=C1)C)C(=C)N1CCOCC1)C 6-methyl-2-(1-methyl-1H-pyrazol-3-yl)-5-(1-morpholinovinyl)indolizine-7-carboxylic acid isopropyl ester